ClC=1C=C(OCC(=O)N2C[C@@H](CC2)C#N)C=CC1C=1N(C2=NC=NC(=C2N1)OC1(CC1)C)CC1=NC=CC(=C1)C (R)-1-(2-(3-chloro-4-(6-(1-methylcyclopropoxy)-9-((4-methylpyridin-2-yl)methyl)-9H-purin-8-yl)phenoxy)acetyl)pyrrolidine-3-carbonitrile